(Z)-N-isopropyl-1-(3-(4-oxo-3-phenyl-3,4-dihydrophthalazin-1-yl)phenyl)methanimine oxide C(C)(C)/[N+](=C/C1=CC(=CC=C1)C1=NN(C(C2=CC=CC=C12)=O)C1=CC=CC=C1)/[O-]